N-(3-bromo-1-((1s,3s)-3-(methoxymethyl)cyclobutyl)-1H-pyrrolo[2,3-c]pyridine-5-yl)acetamide BrC1=CN(C2=CN=C(C=C21)NC(C)=O)C2CC(C2)COC